C(C(C)C)N1C(N(SC1=O)CCCCN1CCN(CC1)C1=CC=CC=C1)=O 4-Isobutyl-2-(4-(4-phenylpiperazin-1-yl)butyl)-1,2,4-thiadiazolidine-3,5-dione